FC(C1=NC(=NO1)C1=CC=C(C=C1)CN1N=CC(=C1)C(=O)OCC)(F)F ethyl 1-({4-[5-(trifluoromethyl)-1,2,4-oxadiazol-3-yl]phenyl}methyl)-1H-pyrazole-4-carboxylate